C(C)(C)(C)C=1C=CC2=C(N=C(O2)NC2=CC=C(C=C2)NC(CCCNC(OC(C)(C)C)=O)=O)C1 tert-Butyl 4-(4-(5-tert-butylbenzo[d]oxazol-2-ylamino)phenylamino)-4-oxobutylcarbamate